O1CCCC2=CC=CC(=C12)C1=C2C=CC=NC2=C(C=C1)C[C@@H](C(=O)O)NC(C1=C(C=CC=C1Cl)Cl)=O (S)-3-(5-(chroman-8-yl)quinolin-8-yl)-2-(2,6-dichlorobenzoylamino)propionic acid